FC1=CC(=CC=2N=C(OC21)NC=2SC1=C(N2)C=CC(=C1)C(F)(F)F)N1CCN(CC1)C 7-fluoro-5-(4-methylpiperazin-1-yl)-N-(6-(trifluoromethyl)benzo[d]thiazol-2-yl)benzo[d]oxazol-2-amine